NC1=NC=NC=C1O 4-Amino-5-hydroxypyrimidine